2-(2,4-dichlorobenzyl)-5-oxopyrrolidine-1,2-dicarboxamide ClC1=C(CC2(N(C(CC2)=O)C(=O)N)C(=O)N)C=CC(=C1)Cl